ClC1=C(C=C(C(=C1)F)C1=NC=C(C=C1Cl)O)C1=NOC(C1)(C(=O)[O-])C 3-[2-chloro-5-(3-chloro-5-hydroxy-2-pyridyl)-4-fluoro-phenyl]-5-methyl-4H-isoxazole-5-carboxylate